FC1=C(C=C(C(=C1)OC1=C2C(=NC=C1)N(C=C2C(F)(F)F)COCC[Si](C)(C)C)F)NC(=O)NCC2(COC2)C N-(2,5-difluoro-4-{[3-(trifluoromethyl)-1-{[2-(trimethylsilyl)ethoxy]methyl}-1H-pyrrolo[2,3-b]pyridin-4-yl]oxy}phenyl)-N'-[(3-methyloxetan-3-yl)methyl]urea